COC1=NC=CC(=C1)N1C2=NC(=NC(=C2N=C1C)NN=CC1=CC(=CC=C1)C)N1CCOCC1 4-(9-(2-methoxypyridin-4-yl)-8-methyl-6-(2-(3-methylbenzylidene)hydrazinyl)-9H-purin-2-yl)morpholine